ClC1=C(C=CC=C1)N1/C(/SC(=C1)C(=O)OCC)=N/C(=O)OCC Ethyl (Z)-3-(2-chlorophenyl)-2-((ethoxycarbonyl)imino)-2,3-dihydrothiazole-5-carboxylate